N=NP(=O)(N)N iminophosphoramide